4-(2-(bis(methyl-d3)amino)pyridin-3-yl)-5-bromo-N-(2-methoxy-5-methyl-4-(4-methylpiperazin-1-yl)phenyl)pyrimidine-2,4-diamine C([2H])([2H])([2H])N(C1=NC=CC=C1C1(NC(=NC=C1Br)NC1=C(C=C(C(=C1)C)N1CCN(CC1)C)OC)N)C([2H])([2H])[2H]